2-imino-3-methyl-2,3-dihydro-1H-imidazole N=C1NC=CN1C